methyl 3-butyl-3-methyl-7-(methylthio)-5-phenyl-2,3,4,5-tetrahydro-1,5-benzothiazepine-8-carboxylate 1,1-dioxide C(CCC)C1(CS(C2=C(N(C1)C1=CC=CC=C1)C=C(C(=C2)C(=O)OC)SC)(=O)=O)C